(S,E)-3-(1H-tetrazol-5-yl)-N-(1-(4-(trifluoromethyl)phenyl)ethyl)but-2-enamide N1N=NN=C1/C(=C/C(=O)N[C@@H](C)C1=CC=C(C=C1)C(F)(F)F)/C